2-((4-(1-methyl-6-oxo-1,6-dihydropyridin-3-yl)-1H-pyrazol-1-yl)methyl)benzonitrile CN1C=C(C=CC1=O)C=1C=NN(C1)CC1=C(C#N)C=CC=C1